1-(methylsulfonyl)-1'-(4-(trifluoromethyl)phenyl)-1',4'-dihydro-2'H-spiro-[pyrrolidine-3,3'-quinoline] CS(=O)(=O)N1CC2(CN(C3=CC=CC=C3C2)C2=CC=C(C=C2)C(F)(F)F)CC1